ethyl 2-(3-cyanophenyl)-1-(3-hydroxypropoxy)-4-methyl-1H-imidazole-5-carboxylate C(#N)C=1C=C(C=CC1)C=1N(C(=C(N1)C)C(=O)OCC)OCCCO